(1S,2R,3S,5S)-4-(2-(5-chloropyridin-3-yl)-6-(((4-methoxypyridin-2-yl)meth-yl)amino)-9H-purin-9-yl)-2,3-dihydroxyl-N-methylbicyclo[3.1.0]hexane-1-formamide ClC=1C=C(C=NC1)C1=NC(=C2N=CN(C2=N1)C1[C@@H]([C@@H]([C@@]2(C[C@H]12)C(=O)NC)O)O)NCC1=NC=CC(=C1)OC